isopropoxyphosphine C(C)(C)OP